ClC=1C=C2CCN(CC2=C(C1)[C@H]1N(CCC1)C(=O)OC(C)(C)C)C(=O)C=1C=NC(=NC1)C tert-butyl (S)-2-[6-chloro-2-(2-methyl pyrimidine-5-carbonyl)-1,2,3,4-tetrahydroisoquinolin-8-yl]pyrrolidine-1-carboxylate